[1,1':4',1''-terphenyl]-4,4''-diamine C1(=CC=C(C=C1)N)C1=CC=C(C=C1)C1=CC=C(C=C1)N